ClC=1C=C(C=CC1OC1CCN(CC1)C)[C@H]([C@@H](CN1CCCC1)NC(=O)[C@H]1CN(CC1)C1=CC=C(C=C1)Cl)O (R)-N-((1R,2R)-1-(3-chloro-4-((1-methylpiperidin-4-yl)oxy)phenyl)-1-hydroxy-3-(pyrrolidin-1-yl)propan-2-yl)-1-(4-chlorophenyl)pyrrolidine-3-carboxamide